BrC1=NC=CC(=C1)CO[Si](C)(C)C(C)(C)C 2-bromo-4-tert-butyldimethylsilyloxymethylpyridine